N1=NC(=CC2=C1C1=C(CCC2)C=CC=C1)N1N=C(N=C1N)NC1=CC=C(C=C1)OCCN(C)C1CCCC1 1-(6,7-dihydro-5H-benzo[6,7]cyclohepta[1,2-c]pyridazin-3-yl)-N3-(4-(2-(N-methylcyclopentylamino)ethoxy)phenyl)-1H-1,2,4-triazole-3,5-diamine